ClC1=C2C(=C(N=N1)C1=C(C=C(C=C1)C)OC)N=CC=C2 5-chloro-8-(2-methoxy-4-methylphenyl)pyrido[2,3-d]pyridazine